tert-butyl 4-(2-((tert-butoxycarbonyl)amino)-3-((2,5-dioxopyrrolidin-1-yl)oxy)-3-oxopropyl)-1H-imidazole-1-carboxylate C(C)(C)(C)OC(=O)NC(CC=1N=CN(C1)C(=O)OC(C)(C)C)C(=O)ON1C(CCC1=O)=O